BrC1=C(C(=CC=C1)CCl)OC 1-bromo-3-(chloromethyl)-2-methoxybenzene